2-(2-(3-fluoro-4-((4-methylpyrimidin-2-yl)oxy)phenyl)-8,9-dihydro-7H-6-oxa-4,9a-diazabenzo[cd]azulene-3-carbonyl)benzoic acid FC=1C=C(C=CC1OC1=NC=CC(=N1)C)C1=CN2CCCOC3=C2C1=C(N=C3)C(=O)C3=C(C(=O)O)C=CC=C3